5-(2-methyl-2H-tetrazol-5-yl)-2-(7-(2,2,6,6-tetramethyl-1,2,3,6-tetrahydropyridin-4-yl)imidazo[1,2-a]pyrimidin-2-yl)phenol formic acid salt C(=O)O.CN1N=C(N=N1)C=1C=CC(=C(C1)O)C=1N=C2N(C=CC(=N2)C=2CC(NC(C2)(C)C)(C)C)C1